C(#N)[C@@H]1C[C@@]2(CN1C([C@H](CC(C)C)N(C(=O)C=1NC3=CC(=CC(=C3C1)F)F)C)=O)C(NC1=CC=C(C=C12)S(=O)(=O)C)=O N-((S)-1-((3R,5'S)-5'-cyano-5-(methylsulfonyl)-2-oxospiro[indoline-3,3'-pyrrolidin]-1'-yl)-4-methyl-1-oxopentan-2-yl)-4,6-difluoro-N-methyl-1H-indole-2-carboxamide